ClC=1C=C(C=CC1Cl)NN=C(C#N)C#N (3,4-dichlorophenylhydrazono)malononitrile